tert-butyl-(2R,3R)-3-[[7-[6-[bis[(4-methoxyphenyl)methyl]amino]-3-iodo-4-methyl-2-pyridyl]-6-chloro-2,8-difluoro-quinazolin-4-yl]-methyl-amino]-2-methyl-pyrrolidine-1-carboxylate C(C)(C)(C)OC(=O)N1[C@@H]([C@@H](CC1)N(C)C1=NC(=NC2=C(C(=C(C=C12)Cl)C1=NC(=CC(=C1I)C)N(CC1=CC=C(C=C1)OC)CC1=CC=C(C=C1)OC)F)F)C